C(C)(C)(C)OC(N(C1=NC=CC(=C1F)CC=1C=NC=C(C1C)SC1=CC=C(C=C1)Cl)C(=O)OC(C)(C)C)=O.ClC=1C(=NC=C(C1)[N+](=O)[O-])N1N=CC=N1 3-chloro-5-nitro-2-(2H-1,2,3-triazol-2-yl)pyridine tert-butyl-N-(tert-butoxycarbonyl)-N-[4-({5-[(4-chlorophenyl)sulfanyl]-4-methylpyridin-3-yl}methyl)-3-fluoropyridin-2-yl]carbamate